OC[C@H]1CN2C=3C(=C(SC3C(N1)=O)C=1C=NNC1)CCC2 (R)-7-(hydroxymethyl)-2-(1H-pyrazol-4-yl)-4,5,7,8-tetrahydro-3H-1-thia-5a,8-diazabenzo[cd]azulen-9(6H)-one